tert-butyl N-{6-[(2S)-2-[(tert-butoxycarbonyl)amino]propyl]-7-methylthieno[3,2-c]pyridazin-4-yl}-N-(furan-2-ylmethyl)carbamate C(C)(C)(C)OC(=O)N[C@H](CC1=C(C=2N=NC=C(C2S1)N(C(OC(C)(C)C)=O)CC=1OC=CC1)C)C